C(C)(C)C1=C(N=NC=C1)OCC1CC(C1)C=1C=NC(=NC1)NC(OC(C)(C)C)=O tert-butyl (5-((1s,3s)-3-(((4-isopropylpyridazin-3-yl)oxy)methyl)cyclobutyl)pyrimidin-2-yl)carbamate